O-Benzylthio Ethyl Xanthate O(C(=S)SCC)SCC1=CC=CC=C1